3-(aminomethyl)benzonitrile NCC=1C=C(C#N)C=CC1